C(C)C(C)N(CC)CC ethyltriethylamine